[Si](C)(C)(C(C)(C)C)O[C@@H]1[C@@](O[C@H](C1)N1C=2N=C(NC(C2N=C1)=O)NC(C1=CC=CC=C1)(C1=CC=CC=C1)C1=CC=C(C=C1)OC)(C=O)CO (2R,3S,5R)-3-[(tert-butyldimethylsilyl)oxy]-2-(hydroxymethyl)-5-(2-{[(4-methoxyphenyl)diphenylmethyl]amino}-6-oxo-1H-purin-9-yl)oxolane-2-carbaldehyde